OCC(COC)(C)NC(=O)C=1N(N=C2C=CC(=CC12)OCC1=NC=CC=C1)C N-(1-hydroxy-3-methoxy-2-methylpropan-2-yl)-2-methyl-5-[(pyridin-2-yl)methoxy]-2H-indazole-3-carboxamide